(4-methoxyphenyl)-6-phenyl-2-tetrahydropyran-4-yl-pyrimidin-4-amine COC1=CC=C(C=C1)C=1C(=NC(=NC1C1=CC=CC=C1)C1CCOCC1)N